O1[C@H](COC1)CN1N=C2C3=C(CCC2=C1)OC(=C3C(F)(F)F)C(=O)NCC=3N=COC3 2-[(2S)-1,4-Dioxolan-2-ylmethyl]-N-(1,3-oxazol-4-ylmethyl)-8-(trifluoromethyl)-4,5-dihydro-2H-furo[2,3-g]indazole-7-carboxamide